(S)-5-(3-fluorobenzofuran-5-yl)-6-methyl-3,6-dihydro-2H-1,3,4-oxadiazin-2-one FC1=COC2=C1C=C(C=C2)C2=NNC(O[C@H]2C)=O